(R/S)-2-(4-((1-(hydroxymethyl)cyclobutyl)amino)-5-oxido-6,7-dihydrothieno[3,2-d]pyrimidin-2-yl)isoindoline-5-carboxylic acid methyl ester COC(=O)C=1C=C2CN(CC2=CC1)C=1N=C(C2=C(N1)CC[S@]2=O)NC2(CCC2)CO |r|